FC=1C=C(C=CC1)C#CC=1C=C2CCC(C2=CC1C)N1CC(C1)(O)C 1-[5-[2-(3-fluorophenyl)ethynyl]-6-methyl-indan-1-yl]-3-methyl-azetidin-3-ol